CN(C(=O)C1=NN(C=C1)CC=1SC(=CC1)C1=NOC(=N1)C(F)(F)F)C N,N-dimethyl-1-[[5-[5-(trifluoromethyl)-1,2,4-oxadiazol-3-yl]-2-thienyl]methyl]pyrazole-3-carboxamide